C1(CC1)CCN(C1=C2CN(C(C2=CC=C1)=O)C1C(NC(CC1)=O)=O)C1CCC(CC1)N[C@@H]1[C@H](CC1)C(F)(F)F 3-(4-((2-cyclopropylethyl)((1S,4r)-4-(((1S,2S)-2-(trifluoromethyl)cyclobutyl)amino)cyclohexyl)amino)-1-oxoisoindolin-2-yl)piperidine-2,6-dione